SCC(CS)CCS 2-mercaptomethyl-1,4-dimercaptobutane